2-chloro-7-methyl-N-(pyrimidin-4-ylmethyl)pyrrolo[2,1-f][1,2,4]triazin-4-amine ClC1=NN2C(C(=N1)NCC1=NC=NC=C1)=CC=C2C